ClC1=CC=C(C2=C1C=C(O2)F)COC2=NC(=NC=C2F)C2CCC(CC2)CC(=O)O 2-(4-(4-((4-chloro-2-fluorobenzofuran-7-yl)methoxy)-5-fluoropyrimidin-2-yl)cyclohexyl)acetic acid